ClC=1C=C(C=CC1F)C(C=1NC(=CN1)S(=O)(=O)N1CC(CCC1)N)C1=CC(=C(C=C1)F)Cl 1-((2-(bis(3-chloro-4-fluorophenyl)methyl)-1H-imidazol-5-yl)sulfonyl)piperidin-3-amine